C(CCCC)C1=CC=C(C=C1)C1=CC=C(C=C1)C(=O)O 4'-pentylbiphenyl-4-carboxylic acid